CC1=CC(=NN1[C@H](C#N)C)N\C(\C)=C\1/C(NC2=CN=C(C=C21)C=2C=NC=CC2C)=O (S,Z)-2-(5-Methyl-3-((1-(5-(4-methylpyridin-3-yl)-2-oxo-1H-pyrrolo[2,3-c]pyridin-3(2H)-ylidene)ethyl)amino)-1H-pyrazol-1-yl)propanenitrile